N(N)C1=C2N=CNC2=NC=N1 6-hydrazinyl-9H-purine